2-Chloro-4-((3S)-8-(5-(4-((4-(3-((2,6-dioxopiperidin-3-yl)amino)phenyl)piperazin-1-yl)methyl)piperidine-1-carbonyl)pyrazin-2-yl)-3-methyl-2,8-diazaspiro[4.5]decan-2-yl)benzonitrile ClC1=C(C#N)C=CC(=C1)N1CC2(C[C@@H]1C)CCN(CC2)C2=NC=C(N=C2)C(=O)N2CCC(CC2)CN2CCN(CC2)C2=CC(=CC=C2)NC2C(NC(CC2)=O)=O